2,4-Difluorobenzenesulfonohydrazide FC1=C(C=CC(=C1)F)S(=O)(=O)NN